Isopropyl 2-((((4aR,6R,7S,7aS)-6-(4-amino-2-oxopyrimidin-1(2H)-yl)-7-hydroxy-2-oxidotetrahydro-4H-furo[3,2-d][1,3,2]dioxaphosphinin-2-yl)oxy)methyl)benzoate NC1=NC(N(C=C1)[C@H]1[C@H]([C@@H]2OP(OC[C@H]2O1)(=O)OCC1=C(C(=O)OC(C)C)C=CC=C1)O)=O